NC1CN(CC1)C=1C2=C(N=C(N1)OCC13CCCN3CCC1)C(=C(N=C2)C2=CC(=CC1=CC=CC(=C21)C#C)O)F 4-(4-(3-aminopyrrolidin-1-yl)-8-fluoro-2-((tetrahydro-1H-pyrrolizin-7a(5H)-yl)methoxy)-pyrido[4,3-d]pyrimidin-7-yl)-5-ethynylnaphthalen-2-ol